3-((1-(2-(3-Azabicyclo[3.1.0]hexan-3-yl)-3,6-dimethyl-4-oxo-3,4-dihydroquinazolin-8-yl)ethyl)amino)-6-cyanopicolinic acid C12CN(CC2C1)C1=NC2=C(C=C(C=C2C(N1C)=O)C)C(C)NC=1C(=NC(=CC1)C#N)C(=O)O